O.[Co](C#N)C#N.[Fe] iron cobalt cyanide hydrate